tert-Butyl N-(1-{[4-(trifluoromethyl)phenyl]carbamoyl}piperidin-3-yl)carbamate FC(C1=CC=C(C=C1)NC(=O)N1CC(CCC1)NC(OC(C)(C)C)=O)(F)F